FC=1C=C(C=NC1)C1=NC(=C2N=CN(C2=N1)[C@H]1[C@@H]([C@@H]([C@H](N1)C(=O)NC)O)O)NCC1=NC(=CC=C1)C (2S,3R,4S,5S)-5-(2-(5-fluoropyridin-3-yl)-6-(((6-methylpyridin-2-yl)methyl)-amino)-9H-purin-9-yl)-3,4-dihydroxyl-N-methylpyrrolidin-2-formamide